C(C1=CC=CC=C1)OC(=O)C=1C=C(C=C(C1)C1=CC(=CC(=C1)OCC(=O)OC(C)(C)C)OCC(=O)OC(C)(C)C)OCC(=O)OC(C)(C)C Tri-tert-butyl 2,2',2''-((5'-((benzyloxy)carbonyl)-[1,1'-biphenyl]-3,3',5-triyl)tris(oxy))triacetate